(R)-N-(1-(1-propenoylazepan-3-yl)-7-chloro-6-((tetrahydro-2H-pyran-4-yl)oxy)-1H-benzo[d]imidazol-2-yl)-2-(trifluoromethyl)isonicotinamide C(C=C)(=O)N1C[C@@H](CCCC1)N1C(=NC2=C1C(=C(C=C2)OC2CCOCC2)Cl)NC(C2=CC(=NC=C2)C(F)(F)F)=O